NC1=C(C(=NN1C(C)(C)C)C1=CC=C(C=C1)CC(NC1=CC(=NO1)C12CC(C1)(C2)C)=O)C(=O)N 5-Amino-1-tert-butyl-3-(4-[[(3-[3-methylbicyclo[1.1.1]pentan-1-yl]-1,2-oxazol-5-yl)carbamoyl]methyl]phenyl)pyrazole-4-carboxamide